7-chloro-8-fluoro-2-thioxo-1H-pyrido[4,3-d]pyrimidin-4-one ClC1=C(C=2NC(NC(C2C=N1)=O)=S)F